(S)-3-(5-(3-aminopyrazolo[1,5-a]pyrimidin-5-yl)-1-oxoisoindolin-2-yl)piperidine-2,6-dione NC=1C=NN2C1N=C(C=C2)C=2C=C1CN(C(C1=CC2)=O)[C@@H]2C(NC(CC2)=O)=O